Cl.C1(CC1)C(=O)C1CNCC1 cyclopropyl-(pyrrolidin-3-yl)methanone HCl salt